FC(C=1C(=C(C=CC1)[C@@H](C)NC=1C=2C(N=C(N1)OC)=C(C(N(C2)C2(CC2)C(F)F)=O)C)F)F (R)-4-((1-(3-(Difluoromethyl)-2-fluorophenyl)ethyl)amino)-6-(1-(Difluoromethyl)cyclopropyl)-2-Methoxy-8-methylpyrido[4,3-d]pyrimidin-7(6H)-one